C(CCC)C=1N(C2=CC=CC=C2C1C[C@]1(CC(C2=CC=CC=C12)=O)C)S(=O)(=O)C (S)-3-((2-butyl-1-(methylsulfonyl)-1H-indol-3-yl)methyl)-3-methyl-2,3-dihydro-1H-inden-1-one